2-(((S)-1,5-di-tert-butoxy-1,5-dioxopentan-2-yl)carbamoyl)-L-lysine C(C)(C)(C)OC([C@H](CCC(=O)OC(C)(C)C)NC(=O)[C@](N)(CCCCN)C(=O)O)=O